N2-phosphinyl-formamidine chromium [Cr].[PH2](=O)N=CN